C(C)(C)(C)OC(=O)N1[C@@H](CN(C[C@@H]1C)C=1SC=C(N1)C(=O)OCC)C ethyl 2-((cis)-4-(tert-butoxycarbonyl)-3,5-dimethylpiperazin-1-yl)thiazole-4-carboxylate